NCC1=NNC(C2=CC=C(C=C12)C=1C=NN(C1C1=C(C#N)C(=CC(=C1F)C12CC(C1)C2)OC2CC2)C)=C=O 2-(4-(4-(aminomethyl)-1-carbonyl-1,2-dihydro-phthalazin-6-yl)-1-methyl-1H-pyrazol-5-yl)-4-(bicyclo[1.1.1]pentan-1-yl)-6-cyclopropoxy-3-fluorobenzonitrile